C[C@H]1CC[C@@H](NC1)C=1C=CC2=C(N=C(S2)[C@H]2CN(CCC2)C)C1 |&1:15| 5-[(2R,5S)-5-methyl-2-piperidyl]-2-[rac-(3R)-1-methyl-3-piperidyl]-1,3-benzothiazole